C(#N)C(C(=O)NC(C(=O)O)CCN(CCCCC1=NC=2NCCCC2C=C1)CCOC1=CC=CC=C1)(C)C 2-[(2-cyano-2-methyl-propanoyl)amino]-4-[2-phenoxyethyl-[4-(5,6,7,8-tetrahydro-1,8-naphthyridin-2-yl)butyl]amino]butanoic acid